3-chloro-5-nitro-2-(2H-1,2,3-triazol-2-yl)pyridine ClC=1C(=NC=C(C1)[N+](=O)[O-])N1N=CC=N1